magnesium (perfluoropyridin-4-yl)((trifluoromethyl)sulfonyl)amide FC1=NC(=C(C(=C1F)[N-]S(=O)(=O)C(F)(F)F)F)F.[Mg+2].FC1=NC(=C(C(=C1F)[N-]S(=O)(=O)C(F)(F)F)F)F